C(=O)(O)C=1C=[N+](C=CC1)[C@@H]1O[C@@H]([C@H]([C@H]1O)O)COP(=O)(O)O 3-Carboxy-1-((2R,3R,4S,5R)-3,4-dihydroxy-5-((phosphonooxy)methyl)tetrahydrofuran-2-yl)pyridin-1-ium